CC1=CC=CC2=N[N-]N=C12.[Na+] tolyltriazole sodium salt